3-[(S)-5-methyl-4-((S)-1,1,1-trifluoro-2-hydroxypropan-2-yl)-5,6-dihydropyrazolo[1',5':1,2]pyrido[3,4-d]pyridazin-9-yl]bicyclo[1.1.1]pentane-1-carboxylic acid C[C@@H]1CN2C(C=3C=NN=C(C31)[C@](C(F)(F)F)(C)O)=CC(=N2)C23CC(C2)(C3)C(=O)O